N-{(1S)-1-cyano-2-[(3S)-2-oxopyrrolidin-3-yl]Ethyl}-4-methyl-N2-{[2-(trifluoromethyl)-1,3-oxazol-4-yl]Carbonyl}-L-leucinamide C(#N)[C@H](C[C@H]1C(NCC1)=O)NC([C@@H](NC(=O)C=1N=C(OC1)C(F)(F)F)CC(C)(C)C)=O